C(C)(=O)C=1C=C(C=CC1)NC(=O)CNCCC(=O)O 3-(([(3-ACETYLPHENYL)CARBAMOYL]METHYL)AMINO)PROPANOIC ACID